aluminum tris(2-methyl-8-quinolinolate) CC1=NC2=C(C=CC=C2C=C1)[O-].CC1=NC2=C(C=CC=C2C=C1)[O-].CC1=NC2=C(C=CC=C2C=C1)[O-].[Al+3]